((2-(hydroxymethyl)phenyl)amino)-3-((6-methoxy-1,2-dimethyl-1,2,3,4-tetrahydroisoquinolin-7-yl)amino)-N-methyl-1,2,4-triazine-6-carboxamide OCC1=C(C=CC=C1)NC=1N=C(N=NC1C(=O)NC)NC1=C(C=C2CCN(C(C2=C1)C)C)OC